N1=C(N=CC=C1)N1CCN(CC1)C=O (4-(pyrimidin-2-yl)piperazin-1-yl)methanone